CC(C(SCCCCCCC(=O)NC=1OC2=C(N1)C=CC=C2)=O)C S-(7-(benzo[d]oxazol-2-ylamino)-7-oxoheptyl) 2-methylpropanethioate